(6R,8R)-3-chloro-N-(5-chloro-6-(2H-1,2,3-triazol-2-yl)pyridin-3-yl)-2-fluoro-8-methyl-8-(1-methyl-1H-pyrazol-4-yl)-7,8-dihydro-6H-cyclopenta[e]pyrazolo[1,5-a]pyrimidine-6-carboxamide ClC=1C(=NN2C1N=CC1=C2[C@](C[C@H]1C(=O)NC=1C=NC(=C(C1)Cl)N1N=CC=N1)(C=1C=NN(C1)C)C)F